C(C)(C)(C)OC(N[C@@H]1CC[C@H](CC1)N(C(CCC(F)F)=O)C1=NC=C(N=C1)C=1C=NC(=NC1)OC)=O (trans-4-(4,4-difluoro-N-(5-(2-methoxypyrimidin-5-yl)pyrazin-2-yl)butanamido)cyclohexyl)carbamic acid tert-butyl ester